FC=1C=C(OC2=CC=C(C=C2)NC(OC2=CC=C(C=C2)[N+](=O)[O-])=O)C=CC1F 4-nitrophenyl (4-(3,4-difluorophenoxy)phenyl)carbamate